N-(2-fluoro-4-methoxyphenyl)-2,4-dimethoxy-6-(4-(2-oxo-2-(piperidin-1-yl)ethoxy)styryl)benzamide FC1=C(C=CC(=C1)OC)NC(C1=C(C=C(C=C1C=CC1=CC=C(C=C1)OCC(N1CCCCC1)=O)OC)OC)=O